5-[2,3,5,6-Tetradeutero-4-[2-[3-(fluoromethyl)azetidin-1-yl]ethoxy]phenyl]-8-(trifluoromethyl)-5H-benzopyrano[4,3-c]quinolin-2-ol [2H]C1=C(C(=C(C(=C1[2H])OCCN1CC(C1)CF)[2H])[2H])C1OC2=C(C=CC(=C2)C(F)(F)F)C=2C=NC=3C=C(C=CC3C21)O